ClC1=NC=CC=2NC(N(CC21)CC(=O)N[C@@H](C)C2=C(C=C(C=C2)F)F)=O 2-{5-Chloro-2-oxo-1H,4H-pyrido[4,3-d]pyrimidin-3-yl}-N-[(1S)-1-(2,4-difluorophenyl)-ethyl]acetamide